C(C)N1C2=CC=CC=C2C=2C=C(C=CC12)C1=NC2=C(N1)C=C1C=CC=CC1=C2 2-(9-ethyl-9H-carbazol-3-yl)-1H-naphtho[2,3-d]imidazole